ClC1=CC=2\C(\C3=CC=CC=C3SC2C=C1)=C/CCN(C)C (3Z)-3-(2-chlorothioxanthen-9-ylidene)-N,N-dimethylpropan-1-amine